2-butyl-4-(3,5-difluoro-4-hydroxyphenyl)-2,7-naphthyridin-1(2H)-one C(CCC)N1C(C2=CN=CC=C2C(=C1)C1=CC(=C(C(=C1)F)O)F)=O